tri-p-tolylsulfonium triflate [O-]S(=O)(=O)C(F)(F)F.C1(=CC=C(C=C1)[S+](C1=CC=C(C=C1)C)C1=CC=C(C=C1)C)C